CN1N=CC=2C1=NC(=CN2)N[C@@H](C)C=2C=C(C=CC2)NC(C2=CN=CC(=C2)C2COC2)=O (S)-N-(3-(1-((1-methyl-1H-pyrazolo[3,4-b]pyrazin-6-yl)amino)ethyl)phenyl)-5-(oxetan-3-yl)nicotinamide